4-[tert-butoxycarbonyl-(prop-2-ynyl)amino]-3-methoxy-benzoic acid C(C)(C)(C)OC(=O)N(C1=C(C=C(C(=O)O)C=C1)OC)CC#C